S1C=NC2=C1C=C(C=C2)NC2=NN1C(C(=N2)OC=2C=C(C=CC2F)NC(C=C)=O)=CC=C1 N-(3-((2-((benzo[d]thiazol-6-yl)amino)pyrrolo[2,1-f][1,2,4]triazin-4-yl)oxy)-4-fluorophenyl)acrylamide